2-(2-((3-azabicyclo[3.1.0]hexan-6-yl)oxy)-6-(4,4-dimethylpiperidin-1-yl)pyridin-4-yl)propan-2-amine C12CNCC2C1OC1=NC(=CC(=C1)C(C)(C)N)N1CCC(CC1)(C)C